ClC=1C(=NC(=CC1)C=1C=NN2C1C=CC=C2)C2CN(CCC2)C(=O)OC(C)(C)C tertbutyl 3-(3-chloro-6-pyrazolo[1,5-a]pyridin-3-yl-2-pyridyl)piperidine-1-carboxylate